FC(C(=O)O)(F)F.N1CC(C1)C1=C2C(=NC=C1)N(N=C2C2CN(C2)C(C(=C)F)=O)C2=CC=C(C=C2)OC(F)(F)F 1-(3-(4-(azetidin-3-yl)-1-(4-(trifluoromethoxy)phenyl)-1H-pyrazolo[3,4-b]pyridin-3-yl)azetidin-1-yl)-2-fluoroprop-2-en-1-one 2,2,2-trifluoroacetate salt